2-methoxy-4-methylene-1,3-dioxolan COC1OCC(O1)=C